7-fluoro-5-(5-[hexahydro-1H-pyrrolo[1,2-a]pyrazin-2-yl]thieno[2,3-d][1,3]thiazol-2-yl)-2-methylindazole FC1=CC(=CC2=CN(N=C12)C)C=1SC2=C(N1)SC(=C2)N2CC1N(CC2)CCC1